ethanaminium hydroxide [OH-].C(C)[NH3+]